2-cyclohexene-1-octanoic acid C1(C=CCCC1)CCCCCCCC(=O)O